C(C)(C)(C)OC(=O)NCCCC(=O)C1C(C2=CC=C(C=C2C1=O)S(=O)(=O)C=1C=C2C(C(C(C2=CC1)=O)C(CCCNC(OC(C)(C)C)=O)=O)=O)=O tert-butyl N-[4-(5-{[2-(4-{[(tert-butoxy)carbonyl]amino} butanoyl)-1,3-dioxo-2,3-dihydro-1H-inden-5-yl]sulfonyl}-1,3-dioxo-2,3-dihydro-1H-inden-2-yl)-4-oxobutyl]carbamate